CS(=O)(=O)C=1C=C(C=NC1)C1=NC(=NC=C1C(F)(F)F)N[C@@H]1CC[C@H](CC1)N(C(OCC1(CC1)F)=O)C1=NC=C(C=C1)C=1C=NC(=NC1)OC (1-fluorocyclopropyl)methyl (trans-4-((4-(5-(methanesulfonyl)pyridin-3-yl)-5-(trifluoromethyl)pyrimidin-2-yl)amino)cyclohexyl)(5-(2-methoxypyrimidin-5-yl)pyridin-2-yl)carbamate